N(=C=O)[SiH3] isocyanatoSilane